(E)-2,4-difluoro-N-(2-methoxy-5-(4-(2-(4-oxopent-2-enoyl)-2,6-diazaspiro[3.4]octane-6-yl)quinazolin-6-yl)pyridin-3-yl)-N-methylbenzenesulfonamide FC1=C(C=CC(=C1)F)S(=O)(=O)N(C)C=1C(=NC=C(C1)C=1C=C2C(=NC=NC2=CC1)N1CC2(CN(C2)C(\C=C\C(C)=O)=O)CC1)OC